C[C@@H]1CC[C@H](N(C1)C(C(=O)NC1=NC=CC=C1C(=O)N)=O)C1=CC=C(C=C1)NCC(F)(F)F [[2-[(2S,5R)-5-methyl-2-[4-(2,2,2-trifluoroethylamino)phenyl]-1-piperidyl]-2-oxo-acetyl]amino]pyridine-3-carboxamide